FC1=CC=C(C=C1)C(N1C(CN(CC1)C1=CC(N(C=2C=CC(=NC12)C#N)C)=O)COC(F)F)C1=CC=C(C=C1)F 8-{4-[bis(4-fluorophenyl)methyl]-3-[(difluoromethoxy)methyl]piperazin-1-yl}-5-methyl-6-oxo-5,6-dihydro-1,5-naphthyridine-2-carbonitrile